1,4-bismaleimidohexane C1(C=CC(N1CCCC(CC)N1C(C=CC1=O)=O)=O)=O